O1CCOC12[C@@H](CCC2)C=2SC(=CN2)C=2C(=C(C=CC2)NC2=CC(=NC=C2C(=O)N)NC(=O)C2CC2)OC (R)-4-((3-(2-(1,4-dioxaspiro[4.4]nonan-6-yl)thiazol-5-yl)-2-methoxyphenyl)amino)-6-(cyclopropanecarboxamido)nicotinamide